ClC1=CC=C(C=C1)[C@@]1(N(C(C2=CC(=CC(=C12)F)C(C)(O)C1CN(C1)C(=O)N(C)C)=O)CC1=NC=C(C=C1)C#N)OC 3-{1-[(1R)-1-(4-chlorophenyl)-2-[(5-cyanopyridin-2-yl)methyl]-7-fluoro-1-methoxy-3-oxo-2,3-dihydro-1H-isoindol-5-yl]-1-hydroxyethyl}-N,N-dimethylazetidine-1-carboxamide